FC1=C(C=CC(=N1)C(=O)NC)N1CCN(CC1)[C@@H](C)C1=CC=C2C=C(C(NC2=C1F)=O)C |o1:17| rel-(S)-6-fluoro-5-(4-(1-(8-fluoro-3-methyl-2-oxo-1,2-dihydroquinolin-7-yl)ethyl)piperazin-1-yl)-N-methylpicolinamide